C(C)C1(OC2=C(C(C1)=O)C=C(C=C2)C2=NC(=NO2)C2=CN(C1=CC=CC=C21)C)CC 2,2-diethyl-6-[3-(1-methyl-1H-indol-3-yl)-1,2,4-oxadiazol-5-yl]-3,4-dihydro-2H-1-benzopyran-4-one